N-(N-(9-fluorenylmethoxycarbonyl)-L-isoleucyl)-2-aminoisobutyric acid C1=CC=CC=2C3=CC=CC=C3C(C12)COC(=O)N[C@@H]([C@@H](C)CC)C(=O)NC(C(=O)O)(C)C